N-(3-(8-((5R,6S)-6-fluoro-1,4-oxazepan-5-yl)-3-(2,2,2-trifluoroethyl)imidazo[1,2-a]pyridin-2-yl)prop-2-yn-1-yl)-2-methoxy-4-methylaniline F[C@H]1[C@H](NCCOC1)C=1C=2N(C=CC1)C(=C(N2)C#CCNC2=C(C=C(C=C2)C)OC)CC(F)(F)F